(3-chloro-4-(piperazine-1-carbonyl)phenyl)-5-(2,3-difluoro-4-methoxyphenyl)-1-methyl-1H-imidazole-2-carboxamide ClC=1C=C(C=CC1C(=O)N1CCNCC1)C=1N=C(N(C1C1=C(C(=C(C=C1)OC)F)F)C)C(=O)N